C(O)N(C(=O)NCO)C1OCOC1 N-methylol-N-(1,3-dioxaimidazolidin-4-yl)-N'-hydroxymethylurea